N-(3-(2-(butylamino)-1-hydroxyethyl)-2,6-difluorophenyl)acetamide C(CCC)NCC(O)C=1C(=C(C(=CC1)F)NC(C)=O)F